6-[5,6-difluoro-8-(methylamino)-4-[(5S)-9-methyl-6-oxa-2,9-diazaspiro[4.5]decan-2-yl]-9H-pyrido[2,3-b]indol-3-yl]-1-methyl-4-oxo-1,8-naphthyridine-3-carboxylic acid FC1=C2C3=C(NC2=C(C=C1F)NC)N=CC(=C3N3C[C@@]1(CC3)OCCN(C1)C)C=1C=C3C(C(=CN(C3=NC1)C)C(=O)O)=O